2,4,5,7-tetranitroxanthone [N+](=O)([O-])C1=CC=2C(C3=CC(=CC(=C3OC2C(=C1)[N+](=O)[O-])[N+](=O)[O-])[N+](=O)[O-])=O